ClC1=C(CNC=2C(=CC(=CC2)OC)N)C=CC=C1 N1-(2-chlorobenzyl)-4-methoxybenzene-1,2-diamine